(R)-1-(4-((5-(1-(3,3-difluorocyclobutyl)-1H-benzo[d][1,2,3]triazol-6-yl)-4-methoxypyrrolo[2,1-f][1,2,4]triazin-2-yl)amino)-3,3-difluoropiperidin-1-yl)-2-hydroxyethan-1-one FC1(CC(C1)N1N=NC2=C1C=C(C=C2)C=2C=CN1N=C(N=C(C12)OC)N[C@H]1C(CN(CC1)C(CO)=O)(F)F)F